Cl.ClC1=CC=C(C=C1)C1=C(C[C@@](CC1)(CN1C[C@H](NCC1)C)C)CN1CCN(CC1)C1=CC=C(C(=O)N)C=C1 4-(4-(((R)-4'-chloro-4-methyl-4-(((R)-3-methylpiperazin-1-yl)methyl)-3,4,5,6-tetrahydro-[1,1'-biphenyl]-2-yl)methyl)piperazin-1-yl)benzamide hydrochloride